(3,5-dicyanophenyl)carboxylic acid C(#N)C=1C=C(C=C(C1)C#N)C(=O)O